(S)-3-(2-oxo-6-(trifluoromethyl)-1,2-dihydro-3H-imidazo[4,5-b]pyridin-3-yl)pyrrolidine-1-carboxylic acid tert-butyl ester C(C)(C)(C)OC(=O)N1C[C@H](CC1)N1C(NC=2C1=NC=C(C2)C(F)(F)F)=O